C(C)(C)(C)OC(=O)N[C@H](C(=O)OC)CC1=CC(=CC(=C1)I)O methyl (S)-2-((tert-butoxycarbonyl)amino)-3-(3-hydroxy-5-iodophenyl)propanoate